4-bromo-7-hydroxy-2,3-dihydro-1H-inden-1-one BrC1=C2CCC(C2=C(C=C1)O)=O